ClC1=C(C(=C(C=C1OC)OC)Cl)C1=CC2=C(N=C(N=C2)N[C@H]2[C@H](COC2)NC(C=C)=O)C(=N1)N1CC(OC(C1)C)C N-((3R,4S)-4-((6-(2,6-dichloro-3,5-dimethoxyphenyl)-8-(2,6-dimethyl-morpholino)pyrido[3,4-d]pyrimidin-2-yl)amino)tetrahydrofuran-3-yl)acryl-amide